ClC=1C=C(C=C(C1)Cl)N1CCN(CC1)S(=O)(=O)C1=CC=C(C=C1)NC(C1=C(C=CC(=C1)C=O)N(S(=O)(=O)C)C)=O N-(4-((4-(3,5-dichlorophenyl)piperazin-1-yl)sulfonyl)phenyl)-5-formyl-2-(N-methylmethylsulfonamido)benzamide